5-[{3-bromo-5-chloropyridin-4-yl}sulfanyl]-N-(4-[3-(dimethylamino)propoxy]phenyl)-1,3,4-thiadiazole-2-carboxamide BrC=1C=NC=C(C1SC1=NN=C(S1)C(=O)NC1=CC=C(C=C1)OCCCN(C)C)Cl